6-butyl-4-((5-(2,4-difluoro-3-hydroxyphenyl)-1,3,4-thiadiazol-2-yl)methyl)-4,6-diazaspiro[2.4]heptane-5,7-dione C(CCC)N1C(N(C2(CC2)C1=O)CC=1SC(=NN1)C1=C(C(=C(C=C1)F)O)F)=O